The molecule is a serine derivative that is L-serine having a 3-O-beta-D-galactosyl-N-acetyl-alpha-D-galactosaminyl moiety attached to the side-chain oxygen. It is an O-glycosyl-L-serine and a non-proteinogenic L-alpha-amino acid. It is a tautomer of an O-(3-O-beta-D-galactosyl-N-acetyl-alpha-D-galactosaminyl)-L-serine zwitterion. CC(=O)N[C@@H]1[C@H]([C@H]([C@H](O[C@@H]1OC[C@@H](C(=O)O)N)CO)O)O[C@H]2[C@@H]([C@H]([C@H]([C@H](O2)CO)O)O)O